FC(C=1C(=C(C=CC1)[C@@H](C)NC1=C2C(=C(N=N1)C)N=CC(=C2)N2C[C@@H](CCC2)OC)F)F N-((R)-1-(3-(difluoromethyl)-2-fluorophenyl)ethyl)-3-((R)-3-methoxypiperidin-1-yl)-8-Methylpyrido[2,3-d]pyridazin-5-amine